dichloro(chloromethyl)silane Cl[SiH](CCl)Cl